C1(=CC=C(C=C1)N1N(C(CC1)=O)C=C)C 1-(p-tolyl)-2-vinylpyrazolidin-3-one